OC1=C(C=CC=C1)C1=CC2=C(N=N1)NC1=C2[C@@H](N(CC1)C=1SC(=CN1)C1CCN(CC1)C1CC2(CN(C2)C(=O)OC(C)(C)C)C1)C (S)-tert-butyl 6-(4-(2-(3-(2-hydroxyphenyl)-5-methyl-7,8-dihydro-5H-pyrido[3',4':4,5]pyrrolo[2,3-c]pyridazin-6(9H)-yl)thiazol-5-yl)piperidin-1-yl)-2-azaspiro[3.3]heptane-2-carboxylate